ClC=1C=C(NC2(CCC3(C(CC4=CC=CC=C34)CCCOC3=CC(=NC=C3)F)CC2)C(=O)O)C=CC1 (1r,4r)-4-(3-Chloroanilino)-2'-{3-[(2-Fluoropyridin-4-yl)oxy]propyl}-2',3'-dihydro-spiro[cyclohexane-1,1'-indene]-4-carboxylic acid